(5,5-difluoro-1-(4-(3-(6-methoxypyridin-3-yl)-1-tosyl-1H-pyrrolo[2,3-b]pyridin-5-yl)benzyl)piperidin-3-yl)methanol FC1(CC(CN(C1)CC1=CC=C(C=C1)C=1C=C2C(=NC1)N(C=C2C=2C=NC(=CC2)OC)S(=O)(=O)C2=CC=C(C)C=C2)CO)F